methyl 2-formyl-4-(4-(hydroxymethyl) piperidin-1-yl)benzoate C(=O)C1=C(C(=O)OC)C=CC(=C1)N1CCC(CC1)CO